triethanolamine undecanedioate salt C(CCCCCCCCCC(=O)O)(=O)O.N(CCO)(CCO)CCO